Cl.N1=CC(=C2N1CCNC2)N2C(C1(CC1)CC2)=O 5-(4,5,6,7-tetrahydropyrazolo[1,5-a]pyrazin-3-yl)-5-azaspiro[2.4]heptan-4-one hydrochloride